((3R,4R)-3-Fluoro-1,3-dimethyl-4-piperidyl)-6-[3-(2-methoxy-4-methylsulfonyl-anilino)prop-1-ynyl]-1-(2,2,2-trifluoroethyl)benzimidazole-4-carboxamide F[C@]1(CN(CC[C@@H]1C1=NC2=C(N1CC(F)(F)F)C=C(C=C2C(=O)N)C#CCNC2=C(C=C(C=C2)S(=O)(=O)C)OC)C)C